OC=1C=CC=2N(C1)N=C(N2)C2=CN=C(C=1N=NC(=CC12)NC(=O)C1CC1)NC N-[5-(6-hydroxy-[1,2,4]triazolo[1,5-a]pyridin-2-yl)-8-(methylamino)pyrido[3,4-c]pyridazin-3-yl]cyclopropanecarboxamide